CS(=O)(=O)C1=C2C=CC=NC2=C(C=C1)N 5-methylsulfonylquinolin-8-amine